C1OCC12N(CCC2)CCNC(=O)C=2C=C(C(=NC2)C)NC(=O)C=2C=NN1C2SC(=C1)C=1C=NN2C1OCCC2 N-(5-((2-(2-oxa-5-azaspiro[3.4]octan-5-yl)ethyl)carbamoyl)-2-methylpyridin-3-yl)-2-(6,7-dihydro-5H-pyrazolo[5,1-b][1,3]oxazin-3-yl)pyrazolo[5,1-b]thiazole-7-carboxamide